N-(4,4-difluorocyclohexyl)-2-(3-methyl-3,8-diazabicyclo[3.2.1]octan-8-yl)-5,7-dihydro-6H-pyrrolo[3,4-b]pyridine-6-carboxamide FC1(CCC(CC1)NC(=O)N1CC2=NC(=CC=C2C1)N1C2CN(CC1CC2)C)F